1-((2-(((1H-pyrazol-3-yl)methyl)amino)pyridin-4-yl)methyl)-3-(3,3-dimethyl-1-(methylsulfonyl)indolin-6-yl)-5,5-dimethylimidazolidine-2,4-dione N1N=C(C=C1)CNC1=NC=CC(=C1)CN1C(N(C(C1(C)C)=O)C1=CC=C2C(CN(C2=C1)S(=O)(=O)C)(C)C)=O